C1(CCC1)N(C(OC(C)(C)C)=O)[C@@H]1CN(CC1)C=1N=NC(=CC1)C1=C(C=C(C(=C1)F)C=1C=NN(C1)C1OCCCC1)OCOC tertbutyl N-cyclobutyl-N-[(3S)-1-{6-[5-fluoro-2-(methoxymethoxy)-4-[1-(oxan-2-yl)pyrazol-4-yl]phenyl]pyridazin-3-yl}pyrrolidin-3-yl]carbamate